C(C1=CC=CC=C1)OC([C@@H](COC)O)=O (2R)-2-hydroxy-3-methoxypropionic acid benzyl ester